C(C)(=O)N[C@@H]1CC[C@H](CC1)NC1=NC=C(C(=N1)C1=CCCN(C1)C(=O)OC(C)(C)C)Cl trans-tert-butyl 5-(2-((4-acetamidocyclohexyl) amino)-5-chloropyrimidin-4-yl)-3,6-dihydropyridine-1(2H)-carboxylate